6-chloro-5-fluoro-3-(6-methoxy-2-methylpyridin-3-yl)-1-(2-methyl-4-(trifluoromethoxy)phenyl)-2,3-dihydroquinazolin-4(1H)-one ClC=1C(=C2C(N(CN(C2=CC1)C1=C(C=C(C=C1)OC(F)(F)F)C)C=1C(=NC(=CC1)OC)C)=O)F